2-bromo-N,N-bis(4-(dimethylamino)benzyl)acetamide BrCC(=O)N(CC1=CC=C(C=C1)N(C)C)CC1=CC=C(C=C1)N(C)C